(S)-N-ethyl-3-((9-ethyl-2-(((R)-2-oxopentan-3-yl)amino)-9H-purin-6-yl)amino)pyrrolidine-1-sulfonamide C(C)NS(=O)(=O)N1C[C@H](CC1)NC1=C2N=CN(C2=NC(=N1)N[C@@H](C(C)=O)CC)CC